C(C1=CC=CC=C1)(C1=CC=CC=C1)N1CC2CCC(C1)N2CC=2C(=C1CN(C(C1=CC2)=O)C2C(NC(CC2)=O)=O)F 3-(5-((3-benzhydryl-3,8-diazabicyclo[3.2.1]oct-8-yl)methyl)-4-fluoro-1-oxoisoindolin-2-yl)piperidine-2,6-dione